COC1=CC=C(C=C1)C1=NC(=NC(=N1)C1=C(C=C(C=C1)OCC(CCCC)CC)O)C1=C(C=C(C=C1)OCC(CCCC)CC)O 2,2'-(6-(4-methoxyphenyl)-1,3,5-triazine-2,4-diyl)bis(5-((2-ethylhexyl)oxy)phenol)